ClC1=C(C=CC=C1)CC(=O)NC1=CC(=NC=C1)N(C(C)=O)C1=CC(=CC=C1)OC N-{4-[2-(2-chlorophenyl)acetamido]pyridin-2-yl}-N-(3-methoxyphenyl)acetamide